COC(=O)C=1C=CC2=C(N(C(=N2)CC2CC=C(CC2)C2=NC=C(C(=N2)OCC2=CC=C(C=3C=C(OC32)F)Cl)F)CCOC)C1 ((4-(4-((4-chloro-2-fluorobenzofuran-7-yl)methoxy)-5-fluoropyrimidin-2-yl)cyclohex-3-en-1-yl)methyl)-1-(2-methoxyethyl)-1H-benzo[d]imidazole-6-carboxylic acid methyl ester